5-amino-1-(tert-butyl)-1H-pyrazole-4-carboxylic acid ethyl ester C(C)OC(=O)C=1C=NN(C1N)C(C)(C)C